FC(C1=C(C=NN1COCC[Si](C)(C)C)C(=O)O)F 5-(difluoromethyl)-1-(2-trimethylsilylethoxymethyl)pyrazole-4-carboxylic acid